1,2-dioleoyloxy-3-(N-methylpiperazinyl)propane C(CCCCCCC\C=C/CCCCCCCC)(=O)OCC(CC1N(CCNC1)C)OC(CCCCCCC\C=C/CCCCCCCC)=O